5-chloro-7-(4-chloro-2,5-difluoro-phenyl)-N,N-dimethyl-thiazolo[4,5-d]pyrimidin-2-amine ClC=1N=C(C2=C(N1)N=C(S2)N(C)C)C2=C(C=C(C(=C2)F)Cl)F